Cl.C(C)(C)(C)OC([C@@H](N)CCC(=O)OC(C)(C)C)=O.C(C)(=O)ONC(=N)C1=CC2=C(N=C(N2)C2=CNC3=CC=C(C=C23)C2=CC=C(C=C2)C(NOC(C)=O)=N)C=C1 3-(5-acetoxyamidinobenzimidazol-2-yl)-5-(4-acetoxyamidinophenyl)indole Di-tertbutyl-L-glutamate hydrochloride